[K+].[K+].P(=O)(OCCCCCCCCCCCC)([O-])[O-] monolauryl phosphate dipotassium salt